tert-butyl 3-(8-chloro-4-oxo-3,4-dihydroquinazolin-2-yl)-2,5-dihydro-1H-pyrrole-1-carboxylate ClC=1C=CC=C2C(NC(=NC12)C=1CN(CC1)C(=O)OC(C)(C)C)=O